hexane-2-ol CC(CCCC)O